7-chloro-N-[4-(cyanomethyl)-2,5-difluoro-phenyl]-1-(dimethylamino)isoquinoline-4-sulfonamide ClC1=CC=C2C(=CN=C(C2=C1)N(C)C)S(=O)(=O)NC1=C(C=C(C(=C1)F)CC#N)F